4-(1-methyl-1-{[4-(4-trifluoromethylbenzyl)-4H-thieno[3,2-b]pyrrole-3-carbonyl]amino}ethyl)benzoic acid CC(C)(NC(=O)C1=CSC2=C1N(C=C2)CC2=CC=C(C=C2)C(F)(F)F)C2=CC=C(C(=O)O)C=C2